N4-(2-(methylthio)phenyl)pyrimidine-4,6-diamine CSC1=C(C=CC=C1)NC1=NC=NC(=C1)N